methyl (2S,4S)-4-azidopyrrolidine-2-carboxylate hydrochloride Cl.N(=[N+]=[N-])[C@H]1C[C@H](NC1)C(=O)OC